CC1(OB(OC1(C)C)CCC(=O)OCC)C ethyl 3-(4,4,5,5-tetramethyl-1,3,2-dioxaborolan-2-yl)propanoate